tristearyl-tin C(CCCCCCCCCCCCCCCCC)[Sn](CCCCCCCCCCCCCCCCCC)CCCCCCCCCCCCCCCCCC